(R)-1-(7-(7,8-Difluoronaphthalen-1-yl)-8-fluoro-2-(((2R,7aS)-2-fluorotetrahydro-1H-pyrrolizin-7a(5H)-yl)methoxy)pyrido[4,3-d]pyrimidin-4-yl)-3-methylpiperidin-3-ol FC1=CC=C2C=CC=C(C2=C1F)C1=C(C=2N=C(N=C(C2C=N1)N1C[C@@](CCC1)(O)C)OC[C@]12CCCN2C[C@@H](C1)F)F